2,4'-dichloroacetanilide ClCC(=O)NC1=CC=C(C=C1)Cl